OC(O)C12CCCCC2CCC1 dihydroxymethyl-bicyclo[4.3.0]nonane